OCC1CC(C(C(O1)C(=O)NC1=NC=CC=C1)OC)N1N=NC(=C1)C1=CC(=C(C(=C1)F)F)F 6-(hydroxymethyl)-3-methoxy-N-(pyridin-2-yl)-4-(4-(3,4,5-trifluorophenyl)-1H-1,2,3-triazol-1-yl)tetrahydro-2H-pyran-2-carboxamide